ClC=1C=C(CN(C(\C=C\C2=CC(=C(C=C2)O)O)=O)C2=CC=C(C(=O)NC)C=C2)C=CC1 (E)-4-(N-(3-chlorobenzyl)-3-(3,4-dihydroxyphenyl)acrylamido)-N-methylbenzamide